[Cl-].C(C)[N+](CCCCCCCCCCCCCC)(CCO)CCO ethyl-bis(2-hydroxyethyl)tetradecyl-ammonium chloride